N-(4-(4-(4-(((2R,4R)-2-(2,4-dichlorophenyl)-2-methyl-1,3-dioxolan-4-yl)methoxy)phenyl)piperazin-1-yl)phenyl)-3-hydroxybenzamide ClC1=C(C=CC(=C1)Cl)[C@@]1(OC[C@H](O1)COC1=CC=C(C=C1)N1CCN(CC1)C1=CC=C(C=C1)NC(C1=CC(=CC=C1)O)=O)C